NC=1SC2=C(C1C#N)C(=CC=C2F)C=2C1=C(C=3C(=NC(=NC3C2Cl)OC[C@@H]2OCCOC2)N2C3CNCC2CC3)COC1 2-Amino-4-[5-chloro-1-(3,8-diazabicyclo[3.2.1]octan-8-yl)-3-[[(2R)-1,4-dioxan-2-yl]methoxy]-7,9-dihydrofuro[3,4-f]quinazolin-6-yl]-7-fluoro-benzothiophene-3-carbonitrile